tetrazole, ammonium salt [NH4+].N1N=NN=C1